COC(C1=C(C=CC=C1)NC(C)C=1C=C(C=C2C(N(C(=NC12)N1CCOCC1)C)=O)Br)=O.BrC(C1=C(C=C(C(=C1)C(Br)Br)C(Br)Br)C(Br)Br)Br 1,2,4,5-tetrakis(dibromomethyl)benzene methyl-2-[1-(6-bromo-3-methyl-2-morpholino-4-oxo-quinazolin-8-yl)ethylamino]benzoate